P(=O)(O)(O)OC[C@@H]1[C@H](C[C@@](O1)(N1C(=O)NC(=O)C=C1)F)O fluoro-2'-deoxyuridine-5'-monophosphate